NC1=NC=CC=C1C1=NC=2C(=NC(=CC2)C=2C=NC=CC2)N1C1=CC=C(CNC(=O)C=2C=C(C=CC2)CC(=O)O)C=C1 2-(3-((4-(2-(2-aminopyridin-3-yl)-5-(pyridin-3-yl)-3H-imidazo[4,5-b]pyridin-3-yl)benzyl)carbamoyl)phenyl)acetic acid